ClC=1C(=C(C(=CC1)N1N=NN=C1)C1=CC(N2[C@@H](CCC2C1)C=1NC(=CN1)C1=CN(C2=C1C=NC=C2)C(=O)OC(C)(C)C)=O)F tert-Butyl 3-(2-((3S)-7-(3-chloro-2-fluoro-6-(1H-tetrazol-1-yl)phenyl)-5-oxo-1,2,3,5,8,8a-hexahydroindolizin-3-yl)-1H-imidazol-5-yl)-1H-pyrrolo[3,2-c]pyridine-1-carboxylate